1-[1-Isobutyl-6-(4-nitro-1-tetrahydropyran-2-yl-pyrazol-3-yl)pyrazolo[4,3-c]pyridin-3-yl]pyrrolidin-2-one C(C(C)C)N1N=C(C=2C=NC(=CC21)C2=NN(C=C2[N+](=O)[O-])C2OCCCC2)N2C(CCC2)=O